ClC1=C(C=C(C(=C1)S(=O)(=NCC1=CC(=C(C=C1)F)Cl)CC(C)C)C)N=CN(C)CC N'-(2-chloro-4-(N-(3-chloro-4-fluorobenzyl)-2-methylpropylsulfonimidoyl)-5-methylphenyl)-N-ethyl-N-methylformimidamide